CC1=C(C=CC(=C1)C)C1CC=2C=NN(C(C2CC1)=O)C1=NC=CC(=C1)OC 6-(2,4-Dimethylphenyl)-2-(4-methoxypyridin-2-yl)-5,6,7,8-tetrahydrophthalazin-1(2H)-one